O=C1NC(CCC1N1C(C2=CC=C(C=C2C1)CNC(=O)C=1OC2=C(C1)C=CC=C2)=O)=O N-((2-(2,6-Dioxopiperidin-3-yl)-1-oxoisoindolin-5-yl)methyl)benzofuran-2-carboxamide